O=C(CCC(=O)NCC1=NC=CC=C1)N1C(C2=CC=CC=C2CC1)C1=CC=CC=C1 4-Oxo-4-(1-phenyl-3,4-dihydro-1H-isoquinolin-2-yl)-N-(2-pyridylmethyl)butyric acid amide